5-(thiophen-2-yl)-1,2-dihydro-3H-1,2,4-triazole-3-thione S1C(=CC=C1)C1=NC(NN1)=S